CC([C@@H](C(=O)N1[C@@H](C[C@H](C1)O)C(=O)N[C@@H](C)C1=CC=C(C=C1)C1=C(N=CS1)C)NC(CC1CNCC1)=O)(C)C (2S,4R)-1-{(2S)-3,3-dimethyl-2-[2-(pyrrolidin-3-yl)acetamido]butyryl}-4-hydroxy-N-{(1S)-1-[4-(4-methyl-1,3-thiazol-5-yl)phenyl]ethyl}pyrrolidine-2-carboxamide